N1=CNC2=NC=CC(=C21)C2=CC=C(C=C2)NC(=O)NCC(F)(F)F (4-(3H-imidazo[4,5-b]pyridin-7-yl)phenyl)-3-(2,2,2-trifluoroethyl)urea